N1CNCC2C1=CN=CN2 hexahydropyrimidopyrimidin